bis(dimethylamino)phosphonium CN(C)[PH2+]N(C)C